FC(OC1=C(C=CC=C1)N1CCN(CC1)C(=O)OC(C)(C)C)(F)F 1-Tert-butyl 4-(2-(trifluoromethoxy)phenyl)piperazine-1-carboxylate